NC=1C(=C(C2=CC=CC=C2C1)C1=CC=CC2=CC=CC=C12)O amino-2-hydroxy-1,1'-binaphthyl